C(C)(C)(C)C1=CC(=C(C=C1)C=1C=C2CCN(C(C2=CC1)=O)C=1C=CC(=C(C1)NS(=O)(=O)C)OCOCCOC)N1CCOCC1 N-(5-(6-(4-(tert-butyl)-2-morpholinophenyl)-1-oxo-3,4-dihydroisoquinolin-2(1H)-yl)-2-((2-methoxyethoxy)methoxy)phenyl)methanesulfonamide